4-(4-((1R,5S)-3,8-diazabicyclo[3.2.1]octan-3-yl)-2-(2-(dimethylamino)-2-methylpropoxy)-8-fluoroquinazolin-7-yl)naphthalen-2-ol [C@H]12CN(C[C@H](CC1)N2)C2=NC(=NC1=C(C(=CC=C21)C2=CC(=CC1=CC=CC=C21)O)F)OCC(C)(C)N(C)C